2-(((3-(3-((2-(2,6-dioxopiperidin-3-yl)-1-oxoisoindolin-5-yl)methyl)ureido)phenyl)(methyl)amino)methyl)acrylic acid O=C1NC(CCC1N1C(C2=CC=C(C=C2C1)CNC(NC=1C=C(C=CC1)N(C)CC(C(=O)O)=C)=O)=O)=O